N[C@H]1C(N(CC1)C=1N=CC(=NC1)C(=O)NC=1C=C(C=2N(C1)C=C(N2)C)F)=O 5-[(3R)-3-amino-2-oxo-pyrrolidin-1-yl]-N-(8-fluoro-2-methyl-imidazo[1,2-a]pyridin-6-yl)pyrazine-2-carboxamide